8-bromo-6-chloro-2-(1,1-difluoroethyl)-3-methyl-pyrido[3,4-d]pyrimidin-4-one BrC1=NC(=CC2=C1N=C(N(C2=O)C)C(C)(F)F)Cl